4,6-di-tert-butyl-2-methylphenol C(C)(C)(C)C1=CC(=C(C(=C1)C(C)(C)C)O)C